4-(8-methyl-2-methylsulfinyl-7-oxo-pyrido[2,3-d]pyrimidin-6-yl)-3-phenyl-piperazine-1-carboxylic acid tert-butyl ester C(C)(C)(C)OC(=O)N1CC(N(CC1)C1=CC2=C(N=C(N=C2)S(=O)C)N(C1=O)C)C1=CC=CC=C1